FC1=CC(=CC=2NC(=NC21)C2=C(C=1C(NC2=O)=CN(N1)C)N[C@@H](C)C1=NC=CC=N1)OC (S)-6-(4-fluoro-6-methoxy-1H-benzo[d]imidazol-2-yl)-2-methyl-7-((1-(pyrimidin-2-yl)-ethyl)amino)-2H-pyrazolo[4,3-b]pyridin-5(4H)-one